3-(methoxymethyl)-1-(4-(trifluoromethyl)phenyl)-1H-indol-5-amine COCC1=CN(C2=CC=C(C=C12)N)C1=CC=C(C=C1)C(F)(F)F